C(C1=CC=CC=C1)N1CC=2C(C(NC(C2CC1)=O)=O)C#N 6-benzyl-1,3-dioxo-1,2,3,4,5,6,7,8-octahydro-2,6-naphthyridine-4-carbonitrile